C(C)OC(=O)[C@@H]1[C@H](C1)C1=NC=C(C=C1)OCC1=CC(=C(C=C1)C(F)(F)F)Br (1S,2S)-2-[5-(3-bromo-4-trifluoromethyl-benzyloxy)-pyridin-2-yl]Cyclopropanecarboxylic acid ethyl ester